4-methoxy-3-methyl-6-(1-methyl-1H-pyrazol-4-yl)pyrazolo[1,5-a]pyridine COC=1C=2N(C=C(C1)C=1C=NN(C1)C)N=CC2C